propylene glycol dioxalate C(C(=O)O)(=O)O.C(C(=O)O)(=O)O.C(C(C)O)O